N2-((1S,3S)-3-((7-fluoro-[1,2,4]triazolo[1,5-a]pyridin-2-yl)amino)cyclopentyl)pyridine-2,5-diamine FC1=CC=2N(C=C1)N=C(N2)N[C@@H]2C[C@H](CC2)NC2=NC=C(C=C2)N